C(C)(C)(C)OC(\C=C/OC1=C(C=CC=C1)C1=CC(=CC=C1)CC1N(CCCC1NS(=O)(=O)C)C(=O)OC(C)(C)C)=O tert-butyl (Z)-2-((2'-((3-(tert-butoxy)-3-oxoprop-1-en-1-yl)oxy)-[1,1'-biphenyl]-3-yl)methyl)-3-(methylsulfonamido)piperidine-1-carboxylate